ClC1=C(C=CC=C1)C(C=O)=O 2-(2-chlorophenyl)-2-oxoacetaldehyde